C(C=C)OCCCCCCC(CO)O 8-allyloxy-1,2-octanediol